(3S)-1-[4-(2,3-dihydro-1,4-benzodioxin-2-yl)benzyl]-3-fluoropyrrolidine O1C(COC2=C1C=CC=C2)C2=CC=C(CN1C[C@H](CC1)F)C=C2